ClC1=CC=C(C2=C1C=C(O2)F)COC2=CC=CC(=N2)C2CCC(CC2)CC2=NC1=C(N2C[C@H]2OCC2)C=C(C=C1)C(=O)O 2-(((1s,4R)-4-(6-((4-chloro-2-fluorobenzofuran-7-yl)methoxy)pyridin-2-yl)cyclohexyl)methyl)-1-(((S)-oxetan-2-yl)methyl)-1H-benzo[d]imidazole-6-carboxylic acid